7-(3,4-difluorophenyl)-5,6,7,8-tetrahydro-2,7-naphthyridine-3-carboxylic acid FC=1C=C(C=CC1F)N1CCC=2C=C(N=CC2C1)C(=O)O